O[C@H]1C[C@@H](CC[C@@H]1C)NC1=NC(=NC=C1C(=O)N)NC1CCC(CC1)OC 4-((1R,3S,4S)-3-hydroxy-4-methylcyclohexylamino)-2-((1r,4R)-4-methoxy-cyclohexylamino)pyrimidine-5-carboxamide